N1=CC=CC2=CC=CC(=C12)NC(C1=C(C=CC=C1)C=C)=O N-(quinolin-8-yl)-2-vinylbenzamide